i-butyl chloroacrylate ClC(C(=O)OCC(C)C)=C